1-(4-((3-methoxybenzyl)(quinolin-7-ylmethyl)amino)benzyl)piperazine-2,5-dione COC=1C=C(CN(C2=CC=C(CN3C(CNC(C3)=O)=O)C=C2)CC2=CC=C3C=CC=NC3=C2)C=CC1